6-methyl-9-(4-(trifluoromethyl)phenyl)-2,3,4,9-tetrahydro-1H-carbazole-3-carboxylic acid CC=1C=C2C=3CC(CCC3N(C2=CC1)C1=CC=C(C=C1)C(F)(F)F)C(=O)O